1-cyclopropyl-4-imino-6-(trifluoromethyl)pyrimidin-2-one C1(CC1)N1C(NC(C=C1C(F)(F)F)=N)=O